CC1=C(C(=CC=C1)C)NC(C(=O)NC12C(OC3=C1C=CC(=C3)C(C)C)(C3=C(C=CC=C3C2=O)[N+](=O)[O-])O)=O N1-(2,6-dimethyl-phenyl)-N2-(4b-hydroxy-7-isopropyl-4-nitro-10-oxo-4b,10-dihydro-9bH-indeno[1,2-b]benzofuran-9b-yl)oxalamide